bistriazinylaminostilbene-disulfonic acid N1=NN=C(C=C1)NC(=C(C1=C(C(=CC=C1)S(=O)(=O)O)S(=O)(=O)O)NC1=NN=NC=C1)C1=CC=CC=C1